2-[2-(2-ethoxyethoxy)-ethoxy]ethanol C(C)OCCOCCOCCO